CC1=CC(C=NN1C1=CC(=CC=C1)C(F)(F)F)=O 6-methyl-4-oxo-1-(3-(trifluoromethyl)phenyl)-1,4-dihydropyridazin